hexylphenothiazine CCCCCCC1=C2C(=CC=C1)SC3=CC=CC=C3N2